(2S,4S)-1-(2-(3-acetyl-5-(2-methylpyrimidin-5-yl)-1H-indazol-1-yl)acetyl)-N-(6-bromo-3-cyclopropylpyridin-2-yl)-4-((dimethylamino)methyl)-4-fluoropyrrolidine-2-carboxamide C(C)(=O)C1=NN(C2=CC=C(C=C12)C=1C=NC(=NC1)C)CC(=O)N1[C@@H](C[C@](C1)(F)CN(C)C)C(=O)NC1=NC(=CC=C1C1CC1)Br